FC(C1=CC=C2C(=N1)NC=N2)(F)F 5-(trifluoromethyl)-3H-imidazo[4,5-b]pyridine